BrC=1N=C(OC1)C 4-bromo-2-methyl-oxazole